5-{(2R)-4-fluoro-2-[({[1-(fluoromethyl)cyclopropyl]methyl}amino)methyl]-6-hydroxy-2,3-dihydro-1-benzofuran-5-yl}-1λ6,2,5-thiadiazolidine-1,1,3-trione FC1=C(C(=CC2=C1C[C@@H](O2)CNCC2(CC2)CF)O)N2CC(NS2(=O)=O)=O